4-(cyclopropylmethoxy)-7-fluoroquinoline-2-carboxylic acid C1(CC1)COC1=CC(=NC2=CC(=CC=C12)F)C(=O)O